(±)-Trans-8-(3-hydroxy-4-((5-isopropoxypyridin-2-yl)oxy)piperidin-1-yl)-5-methyl-6-oxo-5,6-dihydro-1,5-naphthyridine-2-carbonitrile O[C@@H]1CN(CC[C@H]1OC1=NC=C(C=C1)OC(C)C)C1=CC(N(C=2C=CC(=NC12)C#N)C)=O |r|